6-Chloro-2-(2,5-dimethyl-1H-pyrrol-1-yl)thiazolo[4,5-c]pyridine ClC1=CC2=C(C=N1)N=C(S2)N2C(=CC=C2C)C